C(C)(C)(C)OC(=O)N1N=CC2=NC=CC(=C21)SCCC(=O)OCC(CCCC)CC 7-((3-((2-ethylhexyl)oxy)-3-oxopropyl)thio)-1H-pyrazolo[4,3-b]pyridine-1-carboxylic acid tert-butyl ester